C(C)OC(CCCCCC=CC=CC)OCC 1,1-diethoxy-7,9-undecadiene